(3-fluoro-4-(7-(methylcarbamoyl)imidazo[2',1':2,3]thiazolo[4,5-c]pyridin-2-yl)phenyl)pyrrolidine-1-carboxylic acid tert-butyl ester C(C)(C)(C)OC(=O)N1C(CCC1)C1=CC(=C(C=C1)C=1N=C2SC3=C(C=NC(=C3)C(NC)=O)N2C1)F